The molecule is a 2-benzylidene-3-(cyclohexylamino)indan-1-one in which the double bond has E configuration. An inhibitor of the dual specificity phosphatase 6 (Dusp6). It has a role as an EC 3.1.3.16 (phosphoprotein phosphatase) inhibitor and an apoptosis inducer. C1CCC(CC1)NC\\2C3=CC=CC=C3C(=O)/C2=C/C4=CC=CC=C4